2-fluoro-N-methyl-5-[4-(trifluoromethyl)phenyl]-5H-pyrido[3,2-b]indole-8-carboxamide FC=1C=CC=2N(C=3C=CC(=CC3C2N1)C(=O)NC)C1=CC=C(C=C1)C(F)(F)F